2,4-dimethyl-1,3-pentanediol lithium-cobalt [Co].[Li].CC(CO)C(C(C)C)O